ethyl 2-(2-formyl-3-methoxyphenoxy)acetate C(=O)C1=C(OCC(=O)OCC)C=CC=C1OC